C1(=C(C=CC=C1)CN1CCN(CC1)C(=O)OC(C)(C)C)C1=CC=CC=C1 tert-Butyl 4-([1,1'-biphenyl]-2-ylmethyl)piperazine-1-carboxylate